5-[3-fluoro-4-(1H-pyrazol-4-yl)phenyl]-N-methyl-N-(2,2,6,6-tetramethylpiperidin-4-yl)pyrazin-2-amin FC=1C=C(C=CC1C=1C=NNC1)C=1N=CC(=NC1)N(C1CC(NC(C1)(C)C)(C)C)C